(R)-7-bromo-3-(fluoromethyl)-3,4-dihydropyrrolo[1,2-a]pyrazin-1(2H)-one BrC=1C=C2N(C[C@@H](NC2=O)CF)C1